ClC=1C(=CC(=C(C1)S(=O)(=O)NC=1SC=CN1)F)NCCCCNC[C@H]1NC[C@@H](C1)C1=CC=CC=C1 5-chloro-2-fluoro-4-{[4-({[(2S,4S)-4-phenyl-pyrrolidin-2-yl]methyl}-amino)butyl]amino}-N-1,3-thiazol-2-ylbenzenesulfonamide